C(CC)N1C(NC2=NC=NC=C12)=O 7-propyl-7,9-dihydro-8H-purin-8-one